7-((1-(1-Methyl-1H-pyrazol-4-yl)-1H-indazol-6-yl)oxy)-6,7-dihydro-5H-cyclopenta[b]pyridine-3-carbonitrile CN1N=CC(=C1)N1N=CC2=CC=C(C=C12)OC1CCC=2C1=NC=C(C2)C#N